2,4-dihydroxyl-methoxyanthraquinone OC1=C(C=2C(C3=CC=CC=C3C(C2C(=C1)O)=O)=O)OC